ISOAMYL HEXANOATE C(CCCCC)(=O)OCCC(C)C